The molecule is an alkane that is butane substituted by a methyl group at position 2. It has a role as a refrigerant. CCC(C)C